[3-(butylamino)propyl]trimethoxysilane C(CCC)NCCC[Si](OC)(OC)OC